L-glutamic acid diethyl ester p-toluenesulfonate CC1=CC=C(C=C1)S(=O)(=O)O.C(C)OC([C@@H](N)CCC(=O)OCC)=O